(5-(4-fluoro-2-(1-methylethylsulfonylamino)phenoxy)pyrimidin-4-yl)-2,7-diazaspiro[3.5]nonane-7-carboxylic acid tert-butyl ester C(C)(C)(C)OC(=O)N1CCC2(CNC2C2=NC=NC=C2OC2=C(C=C(C=C2)F)NS(=O)(=O)C(C)C)CC1